acetic acid 2-morpholinoethyl ester O1CCN(CC1)CCOC(C)=O